COC1=CC=C(C=C1)[C@@H]1N(S(OC1)(=O)=O)C(=O)OC(C)(C)C tert-butyl (S)-4-(4-methoxyphenyl)-1,2,3-oxathiazolidine-3-carboxylate 2,2-dioxide